O=C1NC(CCC1N1C(C2=CC=C(C=C2C1=O)OCCOCCOCC/C=C/C(=O)OC(C)(C)C)=O)=O tert-butyl (E)-5-(2-(2-((2-(2,6-dioxopiperidin-3-yl)-1,3-dioxoisoindolin-5-yl)oxy)ethoxy)ethoxy)pent-2-enoate